OC=1C=C2C=3CCCNC(C3OC2=CC1)=O 4-hydroxy-8-oxa-11-azatricyclo[7.5.0.02,7]tetradeca-1(9),2,4,6-tetraen-10-one